ethyl 4-bromo-5-methyl-1H-pyrazole-3-carboxylate BrC=1C(=NNC1C)C(=O)OCC